5-methyl-4-oxo-7-(3-{[1-(propan-2-yl)-5-propoxy-1H-pyrazol-3-yl]carbamoyl}azetidin-1-yl)-1-(1,2,4-thiadiazol-5-yl)-1,4-dihydro-1,8-naphthyridine-3-carboxylic acid CC1=C2C(C(=CN(C2=NC(=C1)N1CC(C1)C(NC1=NN(C(=C1)OCCC)C(C)C)=O)C1=NC=NS1)C(=O)O)=O